BrC=1C(=C(C=CC1)[C@@H](C)N)OC (R)-1-(3-bromo-2-methoxyphenyl)ethan-1-amine